NC1=NC(=C(C=C1C#N)C#N)N1CCCCC1 2-amino-6-(piperidin-1-yl)pyridine-3,5-dicarbonitrile